N-(11-OXO-UNDECYL)-ACETAMIDE O=CCCCCCCCCCCNC(C)=O